(S)-3-(5-(((R)-1-ethyl-4,4-difluoropiperidin-2-yl)methoxy)-1-oxoisoindolin-2-yl)piperidine-2,6-dione C(C)N1[C@H](CC(CC1)(F)F)COC=1C=C2CN(C(C2=CC1)=O)[C@@H]1C(NC(CC1)=O)=O